COC([C@@H](C1=CC=CC=C1)N1N=C2C=C(C=CC2=C1)[N+](=O)[O-])=O.C(CCC)C=1OC2=C(C1C(C1=CC(=C(C(=C1)I)O)I)=O)C=CC=C2 |r| 2-butyl-3-(3,5-diiodo-4-hydroxybenzoyl)benzofuran methyl-(2RS)-2-(6-nitroindazol-2-yl)-2-phenyl-acetate